1-(3,5-di-t-butyl-4-hydroxybenzyl)-3-butylimidazol C(C)(C)(C)C=1C=C(CN2CN(C=C2)CCCC)C=C(C1O)C(C)(C)C